3-tert-butyl-2'-((3-tert-butyl-2-hydroxy-5-methylphenyl)(3-ethoxypropyl)amino)-5-methyl-[1,1'-biphenyl]-2-ol C(C)(C)(C)C1=C(C(=CC(=C1)C)C1=C(C=CC=C1)N(CCCOCC)C1=C(C(=CC(=C1)C)C(C)(C)C)O)O